CC1OC2CCCCC2CC1 methyl-1-oxa-decalin